6-amino-3-fluoro-2-(trifluoromethyl)benzoic acid NC1=CC=C(C(=C1C(=O)O)C(F)(F)F)F